C1(CC1)[C@H](CO)NC1=NC(=NC=C1C(=O)N)NCCCC(C)(C)F |r| racemic-4-[(1-cyclopropyl-2-hydroxy-ethyl)amino]-2-[(4-fluoro-4-methyl-pentyl)amino]pyrimidine-5-carboxamide